4-(3,5-dimethoxyphenylethynyl)-5-fluoropyrimidine COC=1C=C(C=C(C1)OC)C#CC1=NC=NC=C1F